NCCOC=1N=CC(=NC1NS(=O)(=O)C)C=1C=C(C(=O)NC2=CC=C(C=C2)OCCC2=CC=CC=C2)C=CC1 3-(5-(2-Aminoethoxy)-6-(methylsulfonamido)pyrazin-2-yl)-N-(4-phenethoxyphenyl)-benzamide